FC(C(O)C1=NC=C(C=C1)F)(F)F 2,2,2-Trifluoro-1-(5-fluoropyridin-2-yl)ethanol